ClC1=C2C=NN(C2=CC=C1NC(=O)NNC(C1=CC(=NC=C1)C=1OC=C(N1)C)=O)C1OCCCC1 N-(4-chloro-1-(tetrahydro-2H-pyran-2-yl)-1H-indazol-5-yl)-2-(2-(4-methyloxazol-2-yl)isonicotinoyl)hydrazinecarboxamide